cis-N1-(5-(1,8-naphthyridin-3-yl)pyrrolo[2,1-f][1,2,4]triazin-2-yl)-N4-methylcyclohexane-1,4-diamine N1=CC(=CC2=CC=CN=C12)C=1C=CN2N=C(N=CC21)N[C@@H]2CC[C@@H](CC2)NC